CC1=CC=CC(=N1)C1=NC=CC(=N1)NC1=NC(=NC=C1)NC1=CC=C(S1)C(=O)OCC1CNC1 azetidin-3-ylmethyl 5-[[4-[[2-(6-methyl-2-pyridyl)pyrimidin-4-yl]amino]pyrimidin-2-yl]amino]thiophene-2-carboxylate